N-(2-((5-cyano-4-((2-isopropoxy-5-(trifluoromethyl)phenyl)amino)pyrimidin-2-yl)amino)-5-(4-ethylpiperazin-1-yl)phenyl)acrylamide C(#N)C=1C(=NC(=NC1)NC1=C(C=C(C=C1)N1CCN(CC1)CC)NC(C=C)=O)NC1=C(C=CC(=C1)C(F)(F)F)OC(C)C